FC1=CC(=C(C=C1C1=CC(=NC=C1)OC)O)C1=NC=C(N=C1)N(C)[C@H]1[C@H]([C@@H]2CC[C@H](C1)N2)F 4-fluoro-2-(5-(((1S,2S,3R,5R)-2-fluoro-8-azabicyclo[3.2.1]octan-3-yl)(methyl)amino)pyrazin-2-yl)-5-(2-methoxypyridin-4-yl)phenol